C(C)(=O)N[C@H]1CN(CC1)CCN1C(=NC2=C3CC[C@@H](N(C3=CC=C21)C(=O)OC)C)CCN2N=CC=C2 methyl (7S)-3-{2-[(3R)-3-acetamidopyrrolidin-1-yl]ethyl}-7-methyl-2-[2-(1H-pyrazol-1-yl)ethyl]-3H,6H,7H,8H,9H-imidazo[4,5-f]quinoline-6-carboxylate